ClC=1C=C(C=CC1)N1CC2(CC2C1)C(=O)N[C@H]1[C@H]2CC[C@@H](C1)N2C#N 3-(3-chlorophenyl)-N-((1R,2R,4S)-7-cyano-7-azabicyclo[2.2.1]heptan-2-yl)-3-azabicyclo[3.1.0]hexane-1-carboxamide